IC=1N=C(N2N=C(C=C(C21)C2(CCCC2)C#N)N2[C@@H](COCC2)C)I 1-{5,7-diiodo-2-[(3R)-3-methylmorpholin-4-yl]imidazo[1,5-b]pyridazin-4-yl}cyclopentane-1-carbonitrile